2,6-dihydroxy-5'-methyl-4-pentyl-2'-(prop-1-en-2-yl)-N-(pyrimidin-5-ylmethyl)-1',2',3',4'-tetrahydro-[1,1'-biphenyl]-3-carboxamide OC1=C(C(=CC(=C1C(=O)NCC=1C=NC=NC1)CCCCC)O)C1C(CCC(=C1)C)C(=C)C